IC1=CC=C(C=C1)C=1NC2=CC=CC=C2C1 2-(4-iodophenyl)-1H-indole